ClC1=CC(=C(C=C1)N1CCC(=CC1)C=1N=C(N(C1)S(=O)(=O)C1=C(C=CC=C1)S(=O)(=O)N(C)C)C)F ((4-(1-(4-chloro-2-fluorophenyl)-1,2,3,6-tetrahydropyridin-4-yl)-2-methyl-1H-imidazol-1-yl)sulfonyl)-N,N-dimethylbenzenesulfonamide